glycidyl (2S)-m-nitrobenzenesulfonate [N+](=O)([O-])C=1C=C(C=CC1)S(=O)(=O)OCC1CO1